acryloyloxymethyl-benzenesulfonic acid C(C=C)(=O)OCC1=C(C=CC=C1)S(=O)(=O)O